ClC1=NN2C=3CCCN(C3C=NC2=C1)C1=CC=C(C=C1)[C@@H](C(F)(F)F)N(C(=O)[C@@H]1CNC(C1)=O)C (S)-N-[(1S)-1-(4-{4-chloro-2,3,7,10-tetraazatricyclo[7.4.0.02,6]trideca-1(9),3,5,7-tetraen-10-yl}phenyl)-2,2,2-trifluoroethyl]-N-methyl-5-oxopyrrolidine-3-carboxamide